C(C)(C)(C)OC(=O)N1C[C@@H](CC1)C1=CC=C(C=C1)N1CCCC1 (S)-3-(4-(pyrrolidin-1-yl)phenyl)pyrrolidine-1-carboxylic acid tert-butyl ester